C1=CC=CC=2C3=CC=CC=C3C(C12)COC(=O)N1[C@@H](CC(C1)O)C(=O)O N-(9-fluorenylmethoxycarbonyl)-4-hydroxyproline